ClC=1C=CC=2C(N1)=CN(N2)C2CCOCC2 5-chloro-2-(tetrahydro-2H-pyran-4-yl)-2H-pyrazolo[4,3-b]pyridine